(3S)-3-((difluoromethoxy)methyl)-1-(1-(4-(trifluoromethyl)phenyl)ethyl)piperazine FC(OC[C@@H]1CN(CCN1)C(C)C1=CC=C(C=C1)C(F)(F)F)F